1-((trifluoromethyl)sulfonyl)-1,2,3,6-tetrahydropyridine FC(S(=O)(=O)N1CCC=CC1)(F)F